CN1C=2C=NC(=NC2N(CC1)C1=C2C(=NC=C1)NN=C2)C2=NC(=CC=C2)C 5-methyl-2-(6-methylpyridin-2-yl)-8-(1H-pyrazolo[3,4-b]pyridin-4-yl)-5,6,7,8-tetrahydropteridine